2H-isoquinolin-1-one C1(NC=CC2=CC=CC=C12)=O